(2R)-N-[(3S)-1-[(4-methoxyphenyl)methyl]-2-oxo-5-phenyl-3H-1,4-benzodiazepin-3-yl]-2-[(2,3,5,6-tetrafluoropyridin-4-yl)amino]propanamide COC1=CC=C(C=C1)CN1C([C@H](N=C(C2=C1C=CC=C2)C2=CC=CC=C2)NC([C@@H](C)NC2=C(C(=NC(=C2F)F)F)F)=O)=O